2-fluoro-N-((2R)-1-(4-(3-fluorophenyl)-2-methyl-2,8-diazaspiro[4.5]decan-8-yl)-3-methyl-1-oxobutan-2-yl)-5-(trifluoromethyl)benzamide FC1=C(C(=O)N[C@@H](C(=O)N2CCC3(C(CN(C3)C)C3=CC(=CC=C3)F)CC2)C(C)C)C=C(C=C1)C(F)(F)F